3-(2-hydroxy-4,5-dimethoxyphenyl)-7-hydroxycoumarin OC1=C(C=C(C(=C1)OC)OC)C=1C(OC2=CC(=CC=C2C1)O)=O